FC1=C(C=CC=C1[N+](=O)[O-])C=1N=C(SC1)C1CCN(CC1)C(=O)OC(C)(C)C tert-butyl 4-[4-(2-fluoro-3-nitrophenyl)-1,3-thiazol-2-yl]piperidine-1-carboxylate